FC(OC=1C=C(C=CC1)C1=NC2=C(N1)C=CC(=C2)N)(F)F 2-(3-(trifluoromethoxy)phenyl)-1H-benzo[d]imidazol-5-amine